C(C1=CC=CC=C1)OC1=NC(=CC=C1B(O)O)OCC1=CC=CC=C1 (2,6-dibenzyloxy-3-pyridinyl)-boronic acid